(E)-3-(3,4-dimethoxy-phenyl)-N-(1H-pyrazol-3-yl)-N-(tetrahydrothiophen-2-ylmethyl)prop-2-enamide COC=1C=C(C=CC1OC)/C=C/C(=O)N(CC1SCCC1)C1=NNC=C1